C(C1=CC=CC=C1)C1=CC(=NO1)C(=O)N[C@@H]1C(N(C2=C(OC1)C=CC=N2)C)=O (S)-5-benzyl-N-(5-methyl-4-oxo-2,3,4,5-tetrahydropyrido[3,2-b][1,4]oxazepin-3-yl)isoxazole-3-carboxamide